2-chloro-N-(2-methoxyethyl)-5-(trifluoromethyl)pyrimidin-4-amine ClC1=NC=C(C(=N1)NCCOC)C(F)(F)F